C1(=CC=C(C=C1)NC1=CC=C(C=C1)C1CC=C2N(C3=CC=CC=C3C2=C1)C1=CC=CC=C1)C1=CC=CC=C1 N-(biphenyl-4-yl)-N-(4-(9-phenyl-3H-carbazol-3-yl)phenyl)amine